(5-(Azidomethyl)-2,2-dimethyl-1,3-dioxan-5-yl)methyl 2-(dioctylamino)-1,1-difluoro-2-oxoethane-1-sulfonate C(CCCCCCC)N(C(C(S(=O)(=O)OCC1(COC(OC1)(C)C)CN=[N+]=[N-])(F)F)=O)CCCCCCCC